8-isobutyl-5-(p-toluenesulfonyl)imidazo[1,2-a]pyrazine C(C(C)C)C=1C=2N(C(=CN1)S(=O)(=O)C1=CC=C(C)C=C1)C=CN2